ClC1=CC=2C3=C(C(=NC2C(=C1C1=CC(=CC2=CC=CC=C12)O)F)OC[C@H]1N(CCC1)C)N=CN3[C@H]3CN(C[C@@H]3C)C(C=C)=O 1-((3R,4S)-3-(8-chloro-6-fluoro-7-(3-hydroxynaphthalen-1-yl)-4-(((S)-1-methylpyrrolidin-2-yl)methoxy)-1H-imidazo[4,5-c]quinolin-1-yl)-4-methylpyrrolidin-1-yl)prop-2-en-1-one